CC1=NC(=NO1)C1=CC=C2C=CN=C(C2=C1)NCCC(=O)NC=1SC=2C(=NC=CC2N1)OC(C)C 3-{[7-(5-Methyl-1,2,4-oxadiazol-3-yl)isoquinolin-1-yl]amino}-N-[4-(propan-2-yloxy)-[1,3]thiazolo[5,4-c]pyridin-2-yl]propanamide